C(C)(C)(C)OC(=O)NC/C(/COC=1C=C2CCN(C(C2=CC1)=O)CC(=O)O)=C\F 2-[6-[(E)-2-[(tert-butyloxycarbonylamino)methyl]-3-fluoro-allyl-oxy]-1-oxo-3,4-dihydroisoquinoline-2-yl]acetic acid